ClC=1C=C(C=C(C1)C=NC1=CC=C(C=C1)CN(CC)CC)O 3-chloro-5-((4-((diethylamino)methyl)phenylimino)methyl)phenol